N1N=CC(=C1)CNC(=O)NC1=CC=C(C=C1)S(=O)(=O)C1CCN(CC1)C1CCOCC1 1-(1H-Pyrazol-4-ylmethyl)-3-{4-[1-(tetrahydro-pyran-4-yl)-piperidine-4-sulfonyl]-phenyl}-urea